3-(1-methyl-1H-pyrazol-4-yl)-N-(4-(4-(methylamino)-4-oxobutyl)-1-phenyl-1H-imidazol-2-yl)benzamide CN1N=CC(=C1)C=1C=C(C(=O)NC=2N(C=C(N2)CCCC(=O)NC)C2=CC=CC=C2)C=CC1